N1=C(OC=2CNCCC21)C=2C=C1COC(C1=CC2)=O 5-(4,5,6,7-tetrahydrooxazolo[5,4-c]pyridin-2-yl)isobenzofuran-1(3H)-one